N4-(2-(dimethylphosphino)phenyl)-5-fluoropyrimidin-2,4-diamine CP(C1=C(C=CC=C1)NC1=NC(=NC=C1F)N)C